3-(((5-(4-methoxybenzyl)-5-methyl-4,5-dihydro-1H-imidazol-2-yl)thio)methyl)-5,10-dihydrobenzo[e]thiazolo[3,2-a][1,3]diazepine COC1=CC=C(CC2(CN=C(N2)SCC2=CSC=3N2CC2=C(CN3)C=CC=C2)C)C=C1